CC1=C(N(C=C1C)C1=CC=CC=C1)\C=C/1\C(NC(S1)=O)=O (Z)-5-((3,4-dimethyl-1-phenyl-1H-pyrrol-2-yl)methylene)thiazolidin-2,4-dione